2-(1-ethyl-1H-pyrazol-4-yl)-N-(2-methylpropyl)pyrido[3,4-d]Pyrimidin-4-amine C(C)N1N=CC(=C1)C=1N=C(C2=C(N1)C=NC=C2)NCC(C)C